COC=1C=C(C(=O)NC)C=CC1NCC#CC=1N=C2N(C=CC=C2N[C@H]2CC=3N(CC2)N=CC3)C1SC(F)(F)F (R)-3-methoxy-N-methyl-4-((3-(8-((4,5,6,7-tetrahydropyrazolo[1,5-a]pyridin-5-yl)amino)-3-((trifluoromethyl)thio)imidazo[1,2-a]pyridin-2-yl)prop-2-yn-1-yl)amino)benzamide